Perfluorodecahydroacenaphthene FC1(C(C2(C(C(C(C3(C(C(C(C1(C23F)F)(F)F)(F)F)(F)F)F)(F)F)(F)F)(F)F)F)(F)F)F